tert-Butyl 4-((4-((3-(phenoxymethyl)cyclopentyl)methyl)phenyl)carbamoyl)piperazine-1-carboxylate O(C1=CC=CC=C1)CC1CC(CC1)CC1=CC=C(C=C1)NC(=O)N1CCN(CC1)C(=O)OC(C)(C)C